{1-(cis-3-Methoxy-1-{[2-(trifluoromethyl)pyrimidin-4-yl]carbonyl}piperidin-4-yl)-3-[4-(7H-pyrrolo[2,3-d]pyrimidin-4-yl)-1H-pyrazol-1-yl]azetidin-3-yl}acetonitrile CO[C@@H]1CN(CC[C@@H]1N1CC(C1)(N1N=CC(=C1)C=1C2=C(N=CN1)NC=C2)CC#N)C(=O)C2=NC(=NC=C2)C(F)(F)F